CN([C@@H](C(C)C)C(=O)O)C(=O)C1CCN(CC1)C(=O)C=1N(C=CC=CC1)C(C1=CC=CC=C1)(C1=CC=CC=C1)C1=CC=CC=C1 N-methyl-N-(1-((S)-1-tritylazepine-2-carbonyl)piperidine-4-carbonyl)-L-valine